OCC1OCC(NC1)=O 6-(hydroxymethyl)morpholin-3-one